(6-Chloropyridin-2-yl)piperidine-4-carboxylic acid ethyl ester C(C)OC(=O)C1CCN(CC1)C1=NC(=CC=C1)Cl